(5-amino-2-(bis(4-methoxybenzyl)amino)-3-fluoropyridin-4-yl)ethanone NC=1C(=C(C(=NC1)N(CC1=CC=C(C=C1)OC)CC1=CC=C(C=C1)OC)F)C(C)=O